ClC=1C=CC(=C(C1)N=NC1=C(C=CC2=CC=CC=C12)O)O 1-[(5-chloro-2-hydroxyphenyl)azo]-2-naphthol